4-(4-(4-(4,4,5,5-tetramethyl-1,3,2-dioxaborolan-2-yl)phenyl)piperidin-1-yl)benzonitrile CC1(OB(OC1(C)C)C1=CC=C(C=C1)C1CCN(CC1)C1=CC=C(C#N)C=C1)C